ClC1=C(C=C(C=C1)F)NC(C1=C(C=C(C(=C1)F)N1N=C2N(CCCC2)C1=O)O[C@@H](C)C1CCCCC1)=O N-(2-chloro-5-fluorophenyl)-2-[(1S)-1-cyclohexylethoxy]-5-fluoro-4-(3-oxo-5,6,7,8-tetrahydro[1,2,4]triazolo[4,3-a]pyridin-2(3H)-yl)benzamide